ethyl (2S)-2-(2-(3-bromo-1-(tetrahydro-2H-pyran-2-yl)-1H-pyrazolo[4,3-b]pyridin-5-yl)-7-(4-chlorophenyl)-5-methylbenzo[d]thiazol-6-yl)-2-(tert-butoxy)acetate BrC1=NN(C=2C1=NC(=CC2)C=2SC1=C(N2)C=C(C(=C1C1=CC=C(C=C1)Cl)[C@@H](C(=O)OCC)OC(C)(C)C)C)C1OCCCC1